OCC1(CC1)CNC(=O)C=1C=NC(=C(C1)C1=NN(C=C1)C)OC1=CC=C(C=C1)C(F)(F)F N-{[1-(Hydroxymethyl)cyclopropyl]methyl}-5-(1-methyl-1H-pyrazol-3-yl)-6-[4-(trifluoromethyl)phenoxy]pyridine-3-carboxamide